tert-butyl 1-((2-(2,6-dioxopiperidin-3-yl)-1,3-dioxoisoindolin-4-yl)glycyl)piperidine-4-carboxylate O=C1NC(CCC1N1C(C2=CC=CC(=C2C1=O)NCC(=O)N1CCC(CC1)C(=O)OC(C)(C)C)=O)=O